[Si](C)(C)(C(C)(C)C)OC1(CC(C1)=O)C(F)(F)F 3-{[tert-Butyl(dimethyl)silyl]oxy}-3-(trifluoromethyl)cyclobutan-1-one